O1CCC12CCC(CC2)OC2=NN=C(S2)N 5-((1-oxaspiro(3.5)nonan-7-yl)oxy)-1,3,4-thiadiazol-2-amine